C1(CCC1)OCC1=NC(=C(C(N1C1=C(C=CC=C1OC)OC)=O)CC1=CC=C(C=C1)N1C(C=CC=C1)=O)O 2-(cyclobutoxymethyl)-3-(2,6-dimethoxyphenyl)-6-hydroxy-5-{[4-(2-oxo-1,2-dihydropyridin-1-yl)phenyl]methyl}-3,4-dihydropyrimidin-4-one